C(C#C)N1C(NC=2N=CNC(C12)=O)=O 7-(prop-2-yn-1-yl)-7,9-dihydro-1H-purine-6,8-dione